5-[5-[(1R)-1-(3,5-dichloro-4-pyridyl)ethoxy]-6-methoxy-1H-indazol-3-yl]-2-pyrrolidin-1-yl-pyridine-3-carbonitrile ClC=1C=NC=C(C1[C@@H](C)OC=1C=C2C(=NNC2=CC1OC)C=1C=C(C(=NC1)N1CCCC1)C#N)Cl